P(OC1=C(C=C(C=C1)C(C)(CC)C)C(C)(CC)C)(OC1=C(C=C(C=C1)C(C)(CC)C)C(C)(CC)C)OC1=CC=C(C=C1)C(C)(CC)C bis[2,4-bis(2-methylbutan-2-yl) phenyl] [4-(2-methylbutan-2-yl) phenyl] phosphite